butyl 2-chloro-4-[[5-[6-(dimethylamino)-2,5-difluoro-3-pyridyl]-1-methyl-imidazole-2-onyl]amino]benzoate ClC1=C(C(=O)OCCCC)C=CC(=C1)NC=1NC(N(C1C=1C(=NC(=C(C1)F)N(C)C)F)C)=O